FC1(C(C1)N1N=CC(=C1)B1OC(C(O1)(C)C)(C)C)F 1-(2,2-difluorocyclopropyl)-4-(4,4,5,5-tetramethyl-1,3,2-dioxaborolan-2-yl)-1H-pyrazole